ClC1=C(C(=NC(=N1)C)NC(C)C)N 6-chloro-N4-isopropyl-2-methylpyrimidin-4,5-diamine